8-(4-chloro-2-fluorophenyl)-2,3-dimethyl-6-[(2R,4S)-2-(1-methyl-1H-pyrazol-4-yl)oxan-4-yl]-3H,4H-pyrimido[5,4-d][1,3]diazin-4-one ClC1=CC(=C(C=C1)C1=NC(=NC2=C1N=C(N(C2=O)C)C)[C@@H]2C[C@@H](OCC2)C=2C=NN(C2)C)F